FC1=C(C=C(C(=C1)C)I)C(C)=O (2-fluoro-5-iodo-4-methylphenyl)ethan-1-one